4-[4-(5-ethoxypyridin-3-yl)-3-methylbenzoyl]piperazin C(C)OC=1C=C(C=NC1)C1=C(C=C(C(=O)N2CCNCC2)C=C1)C